2-[6-(2,5-dioxo-2,5-dihydro-pyrrol-1-yl)-hexylamino]-N-[5-hydroxymethyl-2-(3-methyl-2-nitro-3H-imidazol-4-yl-methoxy)-phenyl]-acetamide O=C1N(C(C=C1)=O)CCCCCCNCC(=O)NC1=C(C=CC(=C1)CO)OCC=1N(C(=NC1)[N+](=O)[O-])C